2-Amino-N-(1-(8-chloro-5-phenylimidazo[1,5-a]pyridin-6-yl)ethyl)pyrazolo[1,5-a]pyrimidine-3-carboxamide trifluoroacetate salt FC(C(=O)O)(F)F.NC1=NN2C(N=CC=C2)=C1C(=O)NC(C)C=1C=C(C=2N(C1C1=CC=CC=C1)C=NC2)Cl